C(C)S(=O)(=O)N1C=CC2=C(C=C(C=C12)F)C1=C(C=C2NC(C=3N(C2=C1OC)C(=NN3)C)(C)C)F 8-[1-(Ethylsulfonyl)-6-fluoro-1H-indol-4-yl]-7-fluoro-9-methoxy-1,4,4-trimethyl-5H-[1,2,4]triazolo[4,3-a]quinoxaline